ClC1=NC=C(C(=N1)C1=CC(=NC=C1)N1C(CCC1)=O)F 1-(4-(2-chloro-5-fluoropyrimidin-4-yl)pyridin-2-yl)pyrrolidin-2-one